1-(4-bromo-2-nitrobenzyl)-6-(4-cyclopropyl-6-(3,3-diethoxypropoxy)pyrimidin-5-yl)-1H-pyrazolo[3,4-d]pyrimidine BrC1=CC(=C(CN2N=CC=3C2=NC(=NC3)C=3C(=NC=NC3OCCC(OCC)OCC)C3CC3)C=C1)[N+](=O)[O-]